(3,5-dibromopyrazin-2-yl)-6-methoxypyridinecarboxamide BrC=1C(=NC=C(N1)Br)C=1C(=NC(=CC1)OC)C(=O)N